ClC=1C(=NC(=NC1N1CC(C1)O)C)NC1=NNC2=CC(=CC=C12)[C@@H]1C[C@@]12C(NC1=CC=C(C=C21)OC)=O (1r,2s)-2-(3-{[5-chloro-6-(3-hydroxyazetidin-1-yl)-2-methylpyrimidin-4-yl]amino}-1H-indazol-6-yl)-5'-methoxyspiro[cyclopropan-1,3'-indol]-2'(1'H)-one